FC([C@H](C1=CN(C2=CC(=CC=C12)C1=C(C=CC=C1)C(F)(F)F)CC(C)(C)C)N(CS(N)(=O)=O)C)F (S)-N-(2,2-difluoro-1-(1-neopentyl-6-(2-(trifluoromethyl)phenyl)-1H-indol-3-yl)ethyl)-sulfamoyldimethylamine